CC1=C(OC2=CC=NC=C2)C=CC(=C1)[N+](=O)[O-] 4-(2-methyl-4-nitrophenoxy)pyridine